(Difluoromethyl)-1-methyl-1H-pyrazole-4-carboxamide FC(F)C1=NN(C=C1C(=O)N)C